neodymium 2,4-diketovalerate O=C(C(=O)[O-])CC(C)=O.[Nd+3].O=C(C(=O)[O-])CC(C)=O.O=C(C(=O)[O-])CC(C)=O